diphenylcyclohexane-1,2-dicarboxamide C1(=CC=CC=C1)C1(C(CCCC1)(C(=O)N)C1=CC=CC=C1)C(=O)N